racemic-1-phenylethylamine C1(=CC=CC=C1)[C@@H](C)N |r|